tert-Butyl N-(1,3-benzodioxol-5-yl)-N-methyl-carbamate O1COC2=C1C=CC(=C2)N(C(OC(C)(C)C)=O)C